COC1=CC=C2C(=C(C(=NC2=N1)C)[N+](=O)[O-])O 7-methoxy-2-methyl-3-nitro-1,8-naphthyridin-4-ol